rac-N-(5-Chlorothiazol-2-yl)-2-(3,3-difluorocyclopentyl)-2-(4-(2-methyl-2H-tetrazol-5-yl)phenyl)acetamide ClC1=CN=C(S1)NC(C(C1=CC=C(C=C1)C=1N=NN(N1)C)C1CC(CC1)(F)F)=O